COC=1C=C(CN(C2=NC=C(C=C2)OCCN2CCOCC2)CC2=CC=C(C=C2)N2CCOCC2)C=CC1 N-(3-methoxybenzyl)-N-(4-morpholinobenzyl)-5-(2-morpholinoethoxy)pyridin-2-amine